5-BROMo-2-(3-CHLORo-PYRIDIN-2-YL)-2H-PYRAZOL BrC=1C=CN(N1)C1=NC=CC=C1Cl